3-tert-butyl-4-[[6-[(4R)-4-ethyl-2,5-dioxo-imidazolidin-1-yl]-2-pyridyl]oxy]benzonitrile C(C)(C)(C)C=1C=C(C#N)C=CC1OC1=NC(=CC=C1)N1C(N[C@@H](C1=O)CC)=O